NC=1C2=C(N=CN1)N(C=C2)[C@@H]2O[C@@H]([C@@]1([C@H]2OC(O1)(C)C)C)COC1=CC=C2C=C(C(=NC2=C1)N)Br 7-[[(3aR,4R,6R,6aR)-6-(4-aminopyrrolo[2,3-d]pyrimidin-7-yl)-2,2,3a-trimethyl-6,6a-dihydro-4H-furo[3,4-d][1,3]dioxol-4-yl]methoxy]-3-bromo-quinolin-2-amine